ClC1=NC=C(C(=N1)OCC1=C(C=C(C=C1)C=1N(C=C(N1)C(F)(F)F)C)F)OC 2-chloro-4-((2-fluoro-4-(1-methyl-4-(trifluoromethyl)-1H-imidazol-2-yl)benzyl)oxy)-5-methoxypyrimidine